FC=1C=C(C2=C(C(=C(O2)[C@H](C(F)(F)F)NC(OC2=CC=CC=C2)=O)C)C1)F phenyl N-[(1R)-1-(5,7-difluoro-3-methyl-1-benzofuran-2-yl)-2,2,2-trifluoroethyl]carbamate